C(#N)CCOP(N(C(C)C)C(C)C)N(C(C)C)C(C)C 2-Cyanoethyl-N,N,N',N'-tetra(2-propyl)phosphorodiamidite